4-bromo-N-(4-bromo-3-ethyl-phenyl)-3-fluoro-benzamide BrC1=C(C=C(C(=O)NC2=CC(=C(C=C2)Br)CC)C=C1)F